C(C1=CC=CC=C1)N1C(C(CC1=O)C1=CC=CC=C1)CC(=O)NS(=O)(=O)C 2-(1-benzyl-5-oxo-3-phenylpyrrolidin-2-yl)-N-methylsulfonylacetamide